2-(5-cyclopropyl-2-fluoro-phenyl)-4-[[5-(4-hydroxy-1-piperidyl)-2-pyridyl]amino]-6H-1,6-naphthyridin-5-one C1(CC1)C=1C=CC(=C(C1)C1=NC=2C=CNC(C2C(=C1)NC1=NC=C(C=C1)N1CCC(CC1)O)=O)F